(R) or (S)-2-(2-hydroxypropan-2-yl)-N'-((1-oxo-1,2,3,6,7,8-hexahydro-as-indacen-4-yl)carbamoyl)thiazole-5-sulfonimidamide OC(C)(C)C=1SC(=CN1)[S@@](=O)(N)=NC(NC1=C2CCC(C2=C2CCCC2=C1)=O)=O |o1:9|